C1=C(C=CC2=CC=CC=C12)C(=O)OC1C(CCCC1)[Se]C1=CC=CC=C1 2-(phenylselanyl)cyclohexyl 2-naphthoate